ClC1=CC=C(C=C1)C(C(F)(F)F)N(S(=O)(=O)C=1C=2N=CC(N(C2C=CC1)C)=O)CC N-(1-(4-chlorophenyl)-2,2,2-trifluoroethyl)-N-ethyl-1-methyl-2-oxo-1,2-dihydro-quinoxaline-5-sulfonamide